8-Bromo-3-chloro-7-methylimidazo[1,2-a]pyridine BrC=1C=2N(C=CC1C)C(=CN2)Cl